tritylhistidinate C(C1=CC=CC=C1)(C1=CC=CC=C1)(C1=CC=CC=C1)N[C@@H](CC1=CNC=N1)C(=O)[O-]